(S)-2-(2,5-difluoro-4-(6-((3-methoxypyridin-4-yl)methoxy)pyridin-2-yl)benzyl)-1-(4,4-dimethyltetrahydrofuran-3-yl)-1H-benzo[d]imidazole-6-carboxylic acid FC1=C(CC2=NC3=C(N2[C@@H]2COCC2(C)C)C=C(C=C3)C(=O)O)C=C(C(=C1)C1=NC(=CC=C1)OCC1=C(C=NC=C1)OC)F